1,3-propanediol bis(ethylmalonate) C(C)C(C(=O)O)C(=O)O.C(C)C(C(=O)O)C(=O)O.C(CCO)O